Cl.N1C[C@H](CC1)C1=CC=C(C=C1)NC(=O)C=1N=CC=C2C1SC=C2 |r| (RS)-Thieno[2,3-c]pyridine-7-carboxylic acid (4-pyrrolidin-3-yl-phenyl)-amide hydrochloride